OC1[C@H](N)[C@@H](O)[C@H](O)[C@H](O1)CO.CN1C=2C(NC(=NC2NCC1CNC1=CC=C(C(N[C@@H](CCC(=O)O)C(=O)O)=O)C=C1)N)=O 5-methyltetrahydrofolic acid glucosamine salt